3,4-Difluoro-2-(2-fluoro-4-iodoanilino)-5-[(E)-methoxyiminomethyl]benzoic acid FC=1C(=C(C(=O)O)C=C(C1F)/C=N/OC)NC1=C(C=C(C=C1)I)F